pyrazolo[1,5-a]quinoxaline-7-carboxylate N1=CC=C2N1C1=CC=C(C=C1N=C2)C(=O)[O-]